NC=1C2=C(N=CN1)C(=NN2[C@@H]2C[C@H](C2)C2=CC(=CC(=C2)OC)OC)[C@@H]2CN(CC2)C(C=C)=O 1-((S)-3-(7-amino-1-(trans-3-(3,5-dimethoxyphenyl)cyclobutyl)-1H-pyrazolo[4,3-d]pyrimidin-3-yl)pyrrolidin-1-yl)prop-2-en-1-one